4-{(S)-2-(2-Cyclopropylthiazol-4-yl)-2-[(S)-2-(methoxycarbonylamino)-3-phenylpropanamido]ethyl}phenylsulfamic acid C1(CC1)C=1SC=C(N1)[C@H](CC1=CC=C(C=C1)NS(O)(=O)=O)NC([C@H](CC1=CC=CC=C1)NC(=O)OC)=O